tetradecyl-ammonium [tetrakis(perfluorophenyl)borate] FC1=C(C(=C(C(=C1F)F)F)F)[B-](C1=C(C(=C(C(=C1F)F)F)F)F)(C1=C(C(=C(C(=C1F)F)F)F)F)C1=C(C(=C(C(=C1F)F)F)F)F.C(CCCCCCCCCCCCC)[NH3+]